ClC=1C(=C(C(=C(C(=O)N)C1F)C1=CC=CC2=C1C[C@](O2)(C2=CC=CC=C2)CNC2(CCC(CC2)O)C)F)OC(F)F (2s,4s)-5-chloro-6-fluoro-2-(((((trans)-4-hydroxy-1-methylcyclohexyl)amino)methyl)-2-phenyl-2,3-dihydrobenzofuran-4-yl)-4-(difluoromethoxy)-3-fluorobenzamide